3-(5-(3-amino-5-fluoro-4-methylphenyl)-4-(4-methoxybenzyl)-4H-1,2,4-triazol-3-yl)azetidine-1-carboxylic acid methyl ester COC(=O)N1CC(C1)C1=NN=C(N1CC1=CC=C(C=C1)OC)C1=CC(=C(C(=C1)F)C)N